N-(2,4-dimethoxybenzyl)-4-((R)-3-(dimethylamino)-3-((1r,3R)-3-(3-(trifluoromethyl)phenyl)cyclobutyl)piperidin-1-yl)-2,6-difluoro-N-(pyrimidin-4-yl)benzenesulfonamide COC1=C(CN(S(=O)(=O)C2=C(C=C(C=C2F)N2C[C@@](CCC2)(C2CC(C2)C2=CC(=CC=C2)C(F)(F)F)N(C)C)F)C2=NC=NC=C2)C=CC(=C1)OC